C(\C=C\C(=O)O)(=O)O.C(\C=C\C(=O)O)(=O)O.ClC=1C=CC(=C(CCN2C[C@H](CCC2)N)C1)OCC (S)-1-(5-chloro-2-ethoxyphenethyl)piperidin-3-amine difumarate